COC1=CC=C(C=C1)CN1C(N(CCC1=O)C1=CN=CC2=C(C=CC=C12)N1[C@H](CN(CC1)C(=O)OC(C)(C)C)C)=O 1-Tert-butyl (3S)-4-[4-[3-[(4-methoxyphenyl)methyl]-2,4-dioxo-hexahydropyrimidin-1-yl]-8-isoquinolyl]-3-methyl-piperazine-1-carboxylate